2-(4-(6-(tert-butoxycarbonyl)-5,6,7,8-tetrahydropyrido[4,3-d]pyrimidin-2-yl)piperazin-1-yl)pyrimidine C(C)(C)(C)OC(=O)N1CC2=C(N=C(N=C2)N2CCN(CC2)C2=NC=CC=N2)CC1